ClC1=C(C=C(C=C1)C=1N=NC=C(C1)OC)COC 3-(4-chloro-3-(methoxymethyl)phenyl)-5-methoxypyridazine